N-(quinolin-7-ylmethyl)aniline N1=CC=CC2=CC=C(C=C12)CNC1=CC=CC=C1